N-(1-(3-chlorophenyl)-2-hydroxyethyl)-1-(2-((2,2-difluoro-benzo[d][1,3]di-oxol-5-yl)amino)-5-methylpyridin-4-yl)-1H-pyrrole-3-carboxamide ClC=1C=C(C=CC1)C(CO)NC(=O)C1=CN(C=C1)C1=CC(=NC=C1C)NC1=CC2=C(OC(O2)(F)F)C=C1